C(#N)C1=CC=C(C=C1)C=1N(C=C(N1)C)OC (4-cyanophenyl)-1-methoxy-4-methyl-1H-imidazole